ClC=1C=C(CN2C[C@H](N(CC2)C(=O)OC=2C=NC=C(C2)C#N)C)C=C(C1)OC1=NC=CC=N1 5-Cyano-pyridin-3-yl (R)-4-(3-chloro-5-(pyrimidin-2-yloxy)benzyl)-2-methyl-piperazine-1-carboxylate